N1=C(C=CC=C1)N=NC1=C(C=CC2=CC=CC=C12)O 1-(2-Pyridylazo)-2-naphthol